N1(CCNCCC1)C1=CC2=C(N=C(N=C2N[C@H](C)C2=C(C(=CC=C2)C(F)F)F)C)C=N1 6-(1,4-Diazepan-1-yl)-N-{(1R)-1-[3-(difluoromethyl)-2-fluorophenyl]ethyl}-2-methylpyrido[3,4-d]pyrimidin-4-amine